C(C)N1C(C(CC1)C1=CC=2C(=NC=CC2NC=2C(=CC3=C(N=CS3)C2F)F)S1)C N-(2-(1-ethyl-2-methylpyrrolidin-3-yl)thieno[2,3-b]pyridin-4-yl)-4,6-difluorobenzo[d]thiazol-5-amine